1-(4-bromophenyl)-2-(phenylseleno)ethan-1-one BrC1=CC=C(C=C1)C(C[Se]C1=CC=CC=C1)=O